4-fluoro-1-iodo-2-methoxy-benzene FC1=CC(=C(C=C1)I)OC